(7R)-2-{2-[1-(cyclopropylmethyl)-1H-indol-2-yl]-7-methoxy-1-{[1-(5-methoxypyridin-3-yl)-1H-pyrazol-4-yl]methyl}-1H-1,3-benzodiazole-5-carbonyl}-2-azabicyclo[2.2.1]heptan-7-amine C1(CC1)CN1C(=CC2=CC=CC=C12)C1=NC2=C(N1CC=1C=NN(C1)C=1C=NC=C(C1)OC)C(=CC(=C2)C(=O)N2C1CCC(C2)[C@H]1N)OC